7-bromo-1H-pyrazolo[4,3-b]pyridine-1-carboxylic acid tert-butyl ester C(C)(C)(C)OC(=O)N1N=CC2=NC=CC(=C21)Br